C1(=CC=CC=C1)P(C1=CC=CC=C1)CC1=C(C=CC=C1)O 2-[(Diphenylphosphino)methyl]phenol